C(#N)C1=C(C=C(C=C1)N1N=NC(=C1)C=1C=C(C(=O)NCC)C=C(N1)C=1N=NN(C1)C1=CC(=C(C=C1)C#N)C(F)(F)F)C(F)(F)F 2,6-BIS(1-(4-CYANO-3-(TRIFLUOROMETHYL)PHENYL)-1H-1,2,3-TRIAZOL-4-YL)-N-ETHYLISONICOTINAMIDE